FC=1C=C(COC=2C=C3N(C(N2)=O)CC24N3CC(C2)C4)C=C(C1OC1=CC(=NC=C1)OC(F)(F)F)F 3-((3,5-difluoro-4-((2-(trifluoromethoxy)pyridin-4-yl)oxy)benzyl)oxy)-7,8-dihydro-1H,6H,9H-7,8a-methanopyrrolo[1',2':3,4]imidazo[1,2-c]pyrimidin-1-one